2,2'-(7-(4-((2-((((1R,8S,9s)-bicyclo[6.1.0]non-4-yn-9-ylmethoxy)carbonyl)amino)ethyl)amino)-1-carboxy-4-oxobutyl)-1,4,7-triazonane-1,4-diyl)diacetic acid [C@H]12CCC#CCC[C@@H]2C1COC(=O)NCCNC(CCC(C(=O)O)N1CCN(CCN(CC1)CC(=O)O)CC(=O)O)=O